1-((1-(cyanomethyl)cyclopropyl)methyl)-2-((4-((6-((4-ethynyl-2-fluorophenoxy)methyl)pyridin-2-yl)oxy)piperidin-1-yl)methyl)-1H-benzo[d]imidazole-6-carboxylic acid C(#N)CC1(CC1)CN1C(=NC2=C1C=C(C=C2)C(=O)O)CN2CCC(CC2)OC2=NC(=CC=C2)COC2=C(C=C(C=C2)C#C)F